C(C1=CC=CC=C1)(=O)OC1=C(C=CC=C1)CC 2-ethylphenyl benzoate